(S)-quinuclidin-3-yl ((R)-6-fluoro-5-(4-isopropoxy-3-methoxyphenyl)-2,2-dimethyl-2,3-dihydro-1H-inden-1-yl)carbamate FC1=C(C=C2CC([C@H](C2=C1)NC(O[C@@H]1CN2CCC1CC2)=O)(C)C)C2=CC(=C(C=C2)OC(C)C)OC